ClC1=CC(=CN=N1)C=1C=CC=2N(C1)C=C(N2)NC(=O)C2(CCOCC2)F N-(6-(6-Chloropyridazin-4-yl)imidazo[1,2-a]pyridin-2-yl)-4-fluorotetrahydro-2H-pyran-4-carboxamide